6-oxo-1-tosyl-5-(2,2,2-trifluoroethyl)-1,4,5,6-tetrahydropyrrolo[3,4-b]pyrrole-3-sulfonyl chloride O=C1N(CC2=C1N(C=C2S(=O)(=O)Cl)S(=O)(=O)C2=CC=C(C)C=C2)CC(F)(F)F